1-methyl-6-(pyridin-3-yl)-1H-pyrazolo[3,4-d]pyrimidin-4(2H)-one CN1NC=C2C1=NC(=NC2=O)C=2C=NC=CC2